5-phenylpropylnorbornene C1(=CC=CC=C1)CCCC1C2C=CC(C1)C2